N-(4-chlorobenzyl)-1-(furan-2-yl)methanamine ClC1=CC=C(CNCC=2OC=CC2)C=C1